[2H]C(C1=NC(=CC(=C1)C1=C(N=C(S1)NC(=O)N1CC2(COC2)C1)C1=CC(=CC=C1)C#N)C([2H])([2H])[2H])([2H])[2H] N-[5-[2,6-Bis(trideuteriomethyl)-4-pyridyl]-4-(3-cyanophenyl)thiazol-2-yl]-2-oxa-6-azaspiro[3.3]heptan-6-carboxamid